OC=1C=C(C=CC1)C=CC(=O)NC1=CC=CC=C1 3-(3-hydroxyphenyl)-N-phenyl-2-propenamide